C(=C)N(CC1=CC=CC=C1)CCNCCC[Si](OC)(OC)OC N-(N-vinylbenzylaminoethyl)-γ-aminopropyltrimethoxysilane